ClC=1C=C(OC2=C(C3=C(CN(S3)C)C=C2)C)C=C(C1)F 6-(3-chloro-5-fluorophenoxy)-2,7-dimethylbenzo[d]isothiazole